diphenyl-iodonium tetrakis(pentafluorophenyl)borate sulfonium [SH3+].FC1=C(C(=C(C(=C1[B-](C1=C(C(=C(C(=C1F)F)F)F)F)(C1=C(C(=C(C(=C1F)F)F)F)F)C1=C(C(=C(C(=C1F)F)F)F)F)F)F)F)F.C1(=CC=CC=C1)[I+]C1=CC=CC=C1.FC1=C(C(=C(C(=C1[B-](C1=C(C(=C(C(=C1F)F)F)F)F)(C1=C(C(=C(C(=C1F)F)F)F)F)C1=C(C(=C(C(=C1F)F)F)F)F)F)F)F)F